FC=1C=C(C=C(C1)F)C1=NOC(C1)(C(=O)N[C@@H]1CO[C@@H](C1)C(NC)=O)C=C 3-(3,5-difluorophenyl)-N-[cis-5-(methylcarbamoyl)tetrahydrofuran-3-yl]-5-vinyl-4H-isoxazole-5-carboxamide